Pyrenemethanol C1=CC2=C3C(=C1)C=CC4=C(C=CC(=C43)C=C2)CO